COC1=CC=2C3=C(NC2C(=C1)C)C(CC3)CC(=O)O 2-(7-methoxy-5-methyl-1,2,3,4-tetrahydrocyclopenta[b]indol-3-yl)acetic acid